Cl.COC1=NC=CC2=C1C=C(N2)C(=O)O 4-methoxy-1H-pyrrolo[3,2-c]pyridine-2-carboxylic acid hydrochloride